[1-(2,6-dioxo-3-piperidyl)-2-oxo-benzo[cd]indol-7-yl]carbamate O=C1NC(CCC1N1C(C2=C3C(C=C(C=C13)NC([O-])=O)=CC=C2)=O)=O